2-(3,4-dihydroquinolin-1(2H)-yl)-1-(piperidin-1-yl)ethan-1-one N1(CCCC2=CC=CC=C12)CC(=O)N1CCCCC1